OC1=C(C=CC(=C1)C(F)(F)F)C1=C(C2=C(N=N1)N(CCC2)[C@H]2CN(CCC2)CC(=O)O)C [(3R)-3-{3-[2-hydroxy-4-(trifluoromethyl)phenyl]-4-methyl-5H,6H,7H-pyrido[2,3-c]pyridazin-8-yl}piperidin-1-yl]acetic acid